N-(5-(tert-butyl)isoxazol-3-yl)-3-oxo-2-(4-(trifluoromethyl)phenyl)pyrazolidine-1-carboxamide C(C)(C)(C)C1=CC(=NO1)NC(=O)N1N(C(CC1)=O)C1=CC=C(C=C1)C(F)(F)F